(2-chloroethyl)-ethylene diphosphate O1P(OCC1CCCl)(=O)OP(=O)([O-])[O-]